BrC=1N=C(C=2N(C1)C(=CN2)Cl)N2[C@H](CC2)C 6-bromo-3-chloro-8-[(2S)-2-methylazetidin-1-yl]imidazo[1,2-a]pyrazine